3-mesityl-2-oxo-1-oxaspiro[4.4]non-3-en-4-yl 3,3-dimethylbutyrate CC(CC(=O)OC1=C(C(OC12CCCC2)=O)C2=C(C=C(C=C2C)C)C)(C)C